C1(=CC=CC2=CC=CC=C12)CC=1C(=C2N(C(C1[N+](=O)[O-])=O)C(CO2)C(=O)OC)C2=CC(=CC=C2)C(F)(F)F Methyl 7-(naphthalen-1-ylmethyl)-6-nitro-5-oxo-8-(3-(trifluoromethyl)phenyl)-2,3-dihydro-5H-oxazolo[3,2-a]pyridine-3-carboxylate